C(CCCCCCCCCCCCCCCCC)(=O)OCC(COC(CCCCCCCCCCCCCCCCC)=O)(COC(CCCCCCCCCCCCCCCCC)=O)NCCC(=O)O 3-((1,3-bis(stearoyloxy)-2-((stearoyloxy)methyl)propan-2-yl)amino)propanoic acid